N-(2-hydroxyethyl)-2-((methyl-d3)(4-(2-(methyl-d3)phenyl)-2-oxo-2H-chromen-7-yl)amino)acetamide OCCNC(CN(C1=CC=C2C(=CC(OC2=C1)=O)C1=C(C=CC=C1)C([2H])([2H])[2H])C([2H])([2H])[2H])=O